N6,N6-dimethyl-N4-(4-(6-(2-methylpyridin-4-ylamino)-3H-imidazo[4,5-b]pyridin-2-yl)phenyl)quinoline-4,6-diamine CN(C=1C=C2C(=CC=NC2=CC1)NC1=CC=C(C=C1)C1=NC=2C(=NC=C(C2)NC2=CC(=NC=C2)C)N1)C